ClC(C)C1=NNC(C2=C1N=C(C=C2)C=2C=NN(C2C2=C(C1=CC=CC=C1C=C2)[N+]#[C-])C)=O 8-(1-chloroethyl)-2-[5-(1-isocyano-2-naphthyl)-1-methyl-pyrazol-4-yl]-6H-pyrido[2,3-d]pyridazin-5-one